((S)-1-hydroxymethyl-2,2-dimethylpropyl)amid OC[C@H](C(C)(C)C)[NH-]